4-((5-(benzyloxy)-2-bromophenyl)ethynyl)tetrahydro-2H-thiopyran 1,1-dioxide C(C1=CC=CC=C1)OC=1C=CC(=C(C1)C#CC1CCS(CC1)(=O)=O)Br